N-[7-chloro-6-(4-cyano-4-methyl-1-piperidyl)-3-isoquinolyl]-6-oxaspiro[2.5]octane-2-carboxamide ClC1=C(C=C2C=C(N=CC2=C1)NC(=O)C1CC12CCOCC2)N2CCC(CC2)(C)C#N